ONC1=C2NC=NC2=NC=N1 N6-hydroxyadenine